N[C@H]1CN(CCC1)C([C@@H](C)OC1=CC=C2C(=CC=NC2=C1)C1=C(C=CC=C1C)C)=O (2R)-1-[(3R)-3-amino-1-piperidyl]-2-[[4-(2,6-dimethylphenyl)-7-quinolyl]oxy]propan-1-one